ClC=1C=C2C(=CNC2=CC1)NC(=O)N1CC2=CC=CC=C2CC1 N-(5-chloro-1H-indol-3-yl)-3,4-dihydroisoquinoline-2(1H)-carboxamide